ClC=1C=C(C=CC1)C1CC(NC(C1)=O)=O 4-(3-chlorophenyl)piperidine-2,6-dione